N1=C(C=CC=C1)[C@](N)(C)C(=O)O L-2-pyridinylalanine